FC1=CC(=NC=C1)OCC=1N=C2N(C=C(C=N2)C2=C(C=C(C=C2)F)C(F)(F)F)C1 2-[(4-fluoro-2-pyridyl)oxymethyl]-6-[4-fluoro-2-(trifluoromethyl)phenyl]imidazo[1,2-a]pyrimidine